C(#N)CS(=O)(=O)C1=CC=C(C=C1)C1CN(C1)C(=O)OC(C)(C)C tert-Butyl 3-[4-(cyanomethylsulfonyl)phenyl]azetidine-1-carboxylate